FC(C1=NC(=NO1)C1=CC2=C(C(CO2)C2=NN(C(=C2)C(=O)N)C)C=C1)F [6-[5-(difluoromethyl)-1,2,4-oxadiazol-3-yl]-2,3-dihydro-1-benzofuran-3-yl]-1-methyl-1H-pyrazole-5-carboxamide